N1(C=NC=C1)C=1N=C(C(=NC1)NC(=O)C=1C(=NOC1C)C1=CC=CC=C1)OC (5-imidazol-1-yl-3-methoxy-pyrazin-2-yl)-5-methyl-3-phenyl-isoxazole-4-carboxamide